(Z)-(3,5-difluoro-[1,1'-biphenyl]-4-yl)(1,2,4-thiadiazol-3-yl)methanone O-methyloxime CO\N=C(/C1=NSC=N1)\C1=C(C=C(C=C1F)C1=CC=CC=C1)F